FC=1C(=C(C=CC1F)[C@H]1[C@@H](O[C@H]([C@H]1OC)C(C)C)C(=O)NC1=CC(=NC=C1)C(=O)N)OC 4-((2R,3R,4S,5S)-3-(3,4-difluoro-2-methoxyphenyl)-5-isopropyl-4-methoxytetrahydrofuran-2-carboxamido)picolinamide